1-(4-((4-(benzo[d][1,3]dioxol-5-ylamino)-7-methoxyquinazolin-6-yl)oxy)piperidin-1-yl)prop-2-en-1-one O1COC2=C1C=CC(=C2)NC2=NC=NC1=CC(=C(C=C21)OC2CCN(CC2)C(C=C)=O)OC